N-((R)-1-(3-(1-ethyl-1H-pyrazol-3-yl)-5-(1-methyl-1H-pyrazol-4-yl)phenyl)ethyl)-5-((R)-hexahydropyrrolo[1,2-a]pyrazin-2(1H)-yl)-2-methylbenzamide C(C)N1N=C(C=C1)C=1C=C(C=C(C1)C=1C=NN(C1)C)[C@@H](C)NC(C1=C(C=CC(=C1)N1C[C@@H]2N(CC1)CCC2)C)=O